Bis(2-hexyldecyl) 11-(2-(diethylamino)ethyl)-5,17-dihexyl-7,15-dioxo-6,8,14,16-tetraoxa-11-azahenicosanedioate C(C)N(CCN(CCOC(OC(CCCC(=O)OCC(CCCCCCCC)CCCCCC)CCCCCC)=O)CCOC(OC(CCCC(=O)OCC(CCCCCCCC)CCCCCC)CCCCCC)=O)CC